1-(6-(1,3-dioxolan-2-yl)hexyl)-5-chloro-7-methyl-3-morpholino-1,7-dihydropyrido[2,3-d]pyridazine-2,8-dione O1C(OCC1)CCCCCCN1C(C(=CC2=C1C(N(N=C2Cl)C)=O)N2CCOCC2)=O